tert-butyl 4-(benzo[d][1,3]dioxol-5-yl(4-(trifluoromethyl)phenyl)amino)piperidine-1-carboxylate O1COC2=C1C=CC(=C2)N(C2CCN(CC2)C(=O)OC(C)(C)C)C2=CC=C(C=C2)C(F)(F)F